3-amino-5-(4-chlorophenyl)-N-(1-hydroxy-2-methylpropan-2-yl)-benzamide NC=1C=C(C(=O)NC(CO)(C)C)C=C(C1)C1=CC=C(C=C1)Cl